8-(2-chloroacetyl)-7-methyl-4-((5-phenylfuran-2-yl)methyl)-1-thia-4,8-diazaspiro[4.5]Decan-3-one ClCC(=O)N1C(CC2(N(C(CS2)=O)CC=2OC(=CC2)C2=CC=CC=C2)CC1)C